((3R,3'R)-3'-hydroxy-1,4-dihydro-2H-spiro[isoquinoline-3,4'-piperidin]-1'-yl)methanone O[C@@H]1CN(CC[C@@]12NCC1=CC=CC=C1C2)C=O